FC(CN1C[C@@H]([C@H](CC1)NC(=O)C1=CC(=CC=2N(C=NC21)CC(F)(F)F)C#CCNC=2C(OC)=CC(=C(C2)C(NC)=O)F)C)F N-[(3S,4S)-1-(2,2-difluoroethyl)-3-methyl-4-piperidyl]-6-{3-[4-(N-methylcarbamoyl)-5-fluoro-2-anisidino]-1-propynyl}-1-(2,2,2-trifluoroethyl)-1H-1,3-benzimidazole-4-carboxamide